O1CCN(CC1)C(C(N)C1=CC2=CC=CC=C2C=C1)C1=NC=CC=C1 2-morpholino-1-(naphthalen-2-yl)-2-(pyridin-2-yl)ethan-1-amine